2-(2,2,3,3,3-Pentafluoropropoxy)-4-(trifluoromethyl)-1,3,2-dioxaphospholan FC(COP1OCC(O1)C(F)(F)F)(C(F)(F)F)F